6-Chloro-8-(2,6-dimethoxy-4-propylphenyl)imidazo[1,2-a]pyridine ClC=1C=C(C=2N(C1)C=CN2)C2=C(C=C(C=C2OC)CCC)OC